C(C)(C)(C)OC(=O)NC1=CC=C(C=C1)C1=CC(=CC=C1)C(=O)N[C@@H](CO)C(=O)OC methyl (4'-((tert-butoxycarbonyl)amino)-[1,1'-biphenyl]-3-carbonyl)-L-serinate